1,4-dimethoxy-3-methylnaphthalene-2-carbaldehyde COC1=C(C(=C(C2=CC=CC=C12)OC)C)C=O